O1CC(C1)N1N=CC(=C1)B1OC(C(O1)(C)C)(C)C 1-(3-oxetanyl)-4-(4,4,5,5-tetramethyl-1,3,2-dioxaborolan-2-yl)-1H-pyrazole